FC(C1=CC=C(C2CO2)C=C1)(F)F 4-trifluoromethyl-styrene oxide